C(C#CC)(=O)N1CCCC1 But-2-ynoylpyrrolidin